ClC=1C(=C(NC2=NC=NC3=CC(=C(C=C23)[N+](=O)[O-])C#C[C@@]23C(NC[C@H]3C2)=O)C=CC1)F (1R,5S)-1-[2-[4-(3-chloro-2-fluoro-anilino)-6-nitro-quinazolin-7-yl]ethynyl]-3-azabicyclo-[3.1.0]hexan-2-one